2-ethyl-2-propyl nonanoate C(CCCCCCCC)(=O)OC(C)(C)CC